FC1=CC=C(C=C1)C=1N=CNC1C=1C=C2C=C(C=NC2=CC1)C#CC(C)(O)C 4-(6-(4-(4-fluorophenyl)-1H-imidazol-5-yl)quinolin-3-yl)-2-methylbut-3-yn-2-ol